C1(CC1)C=1N=C2N(C=CC(=C2)OC(C)C)C1 2-cyclopropyl-7-isopropoxyimidazo[1,2-a]pyridine